(2s,3s)-trans-2,3-dihydro-3-hydroxyanthranilic acid C1=C[C@@H]([C@H](C(=C1)C(=O)O)N)O